ClC1=NC(=CC(=C1)C1=C(C(=O)NNC(=S)NC)C=C(C=C1)C#N)C 1-[[2-(2-Chloro-6-methylpyridin-4-yl)-5-cyano-benzoyl]amino]-3-methylthiourea